[Co+2].C(CCC)N1C=[N+](C=C1)C 1-butyl-3-methyl-imidazolium cobalt